FC(OC=1C=NC(=NC1)N[C@@H]1C[C@H](CC1)NC1=CC=C(C=N1)B(O)O)F (6-(((1S,3S)-3-((5-(difluoromethoxy)pyrimidin-2-yl)amino)cyclopentyl)amino)pyridin-3-yl)boronic acid